O1[C@H](COC2=C1C=CC=C2)C2=CC=C(CN[C@H]1[C@H](CCC1)O)C=C2 (1S,2R)-2-({4-[(2S)-2,3-dihydro-1,4-benzodioxin-2-yl]benzyl}amino)cyclopentan-ol